(R)-N-(3-(3,4-Difluorophenoxy)-5-methoxyphenyl)-1-methyl-5-oxopyrrolidine-2-carboxamide FC=1C=C(OC=2C=C(C=C(C2)OC)NC(=O)[C@@H]2N(C(CC2)=O)C)C=CC1F